5-fluoro-7-(((trans)-3-fluoropiperidin-4-yl)methoxy)-2-(((tetrahydro-2H-pyran-4-yl)thio)methyl)quinazolin FC1=C2C=NC(=NC2=CC(=C1)OC[C@H]1[C@@H](CNCC1)F)CSC1CCOCC1